COC1=C(CN(S(=O)(=O)C2=C(C(=C(C=C2F)N2C[C@](CC2)(C)NC(OC(C)(C)C)=O)CC)F)C2=NC(=CC=C2)F)C=CC(=C1)OC tert-butyl (R)-(1-(4-(N-(2,4-dimethoxybenzyl)-N-(6-fluoropyridin-2-yl)sulfamoyl)-2-ethyl-3,5-difluorophenyl)-3-methylpyrrolidin-3-yl)carbamate